4-((2-methyl-5-(4,4,5,5-tetramethyl-1,3,2-dioxaborolan-2-yl)-2,3-dihydrobenzofuran-2-yl)methyl)morpholine CC1(OC2=C(C1)C=C(C=C2)B2OC(C(O2)(C)C)(C)C)CN2CCOCC2